isopropyl-t-butyl-bis(ethoxymethyl)silane C(C)(C)[Si](COCC)(COCC)C(C)(C)C